N1=C(C=CC=C1)C1=C2NC(=C1)C=C1C=CC(=N1)C=C1C=CC(N1)=CC=1C=CC(N1)=C2.[Co] cobalt pyridylporphyrin